C1C(CC2=CC=CC=C12)N(CCCCN)CCC N1-(2,3-dihydro-1H-inden-2-yl)-N1-Propylbutane-1,4-diamine